4-[3-(4-Bromo-2-chloro-6-fluorobenzoyl)-2,4-dihydro-1,3-benzoxazin-8-yl]-5-fluoro-2-(3-oxa-8-azabicyclo[3.2.1]oct-8-yl)benzoic acid methyl ester COC(C1=C(C=C(C(=C1)F)C1=CC=CC=2CN(COC21)C(C2=C(C=C(C=C2F)Br)Cl)=O)N2C1COCC2CC1)=O